ClC1=C(C=C(C=C1)N(C(C)=O)C1=NC=CC(=C1)NC(CC1=C(C=C(C=C1)F)Cl)=O)C#N N-(4-chloro-3-cyanophenyl)-N-{4-[2-(2-chloro-4-fluorophenyl)acetylamino]pyridin-2-yl}acetamide